N'2,N'6-Bis[(1-methylquinolinium-4-yl)methylene]pyridine-2,6-dicarbohydrazide iodide [I-].C[N+]1=CC=C(C2=CC=CC=C12)C=NNC(=O)C1=NC(=CC=C1)C(=O)NN=CC1=CC=[N+](C2=CC=CC=C12)C.[I-]